NC1=NNC=C1C(=O)OCC 3-Amino-4-ethoxycarbonylpyrazole